(R)-4-(((2-(3-((6-(2-Hydroxy-4-(trifluoromethyl)phenyl)-5-methylpyridazin-3-yl)amino)piperidin-1-yl)ethyl)amino)methyl)tetrahydro-2H-thiopyran 1,1-dioxide OC1=C(C=CC(=C1)C(F)(F)F)C1=C(C=C(N=N1)N[C@H]1CN(CCC1)CCNCC1CCS(CC1)(=O)=O)C